3-methyl-butyl-pyridinium CC(CC[N+]1=CC=CC=C1)C